CC1=NN=C(O1)C12CCCC(N1C(=O)NC1=CC(=C(C=C1)C)C1=NN(C=C1)C)C2 1-(5-methyl-1,3,4-oxadiazol-2-yl)-N-(4-methyl-3-(1-methyl-1H-pyrazol-3-yl)phenyl)-6-azabicyclo[3.1.1]heptane-6-carboxamide